C1(CC1)N1N=CC(=C1)C1CNCC(O1)C 2-(1-cyclopropyl-1H-pyrazol-4-yl)-6-methyl-morpholine